7-((trans)-4-((R)-hexahydropyrrolo[1,2-a]pyrazin-2(1H)-yl)cyclohexyl)-5-(4-phenoxyphenyl)-7H-pyrrolo[2,3-d]pyrimidin-4-amine C1[C@@H]2N(CCN1[C@@H]1CC[C@H](CC1)N1C=C(C3=C1N=CN=C3N)C3=CC=C(C=C3)OC3=CC=CC=C3)CCC2